O[C@H]1C[C@@H]2CC[C@H]3[C@@H]4CC[C@H](C(C)=O)[C@]4(CC([C@@H]3[C@]2(CC1)C)=O)C 3a-hydroxy-5a-pregnane-11,20-dione